2-(2-(cyclopropanesulfonylamino)pyrimidin-4-yl)-N-(5'-ethoxy-[3,3'-bipyridin]-6-yl)-2-methylpropanamide C1(CC1)S(=O)(=O)NC1=NC=CC(=N1)C(C(=O)NC1=CC=C(C=N1)C=1C=NC=C(C1)OCC)(C)C